4-(1-(pyridin-4-ylmethyl)-1H-1,2,3-triazol-4-yl)benzenesulfonamide N1=CC=C(C=C1)CN1N=NC(=C1)C1=CC=C(C=C1)S(=O)(=O)N